C1(=CC=CC=C1)P(C(C)(C)C)C(C)(C)C Phenyl-di-tert-butylphosphin